5-fluorobenzoate hydrochloride Cl.FC=1C=CC=C(C(=O)O)C1